4-[(3S)-3-amino-3-methylpyrrolidin-1-yl]-N-[(1S)-1-cyclopropylethyl]-5-(3,5-difluorophenyl)-6-[(oxetan-3-yl)methoxy]pyridine-3-carboxamide N[C@@]1(CN(CC1)C1=C(C=NC(=C1C1=CC(=CC(=C1)F)F)OCC1COC1)C(=O)N[C@@H](C)C1CC1)C